(2R,4R)-N-(4-(tert-butyl)phenyl)-1-cyano-4-hydroxy-N-(2-((3-methoxypropyl)amino)-2-oxo-1-(pyridin-3-yl)ethyl)pyrrolidine-2-carboxamide C(C)(C)(C)C1=CC=C(C=C1)N(C(=O)[C@@H]1N(C[C@@H](C1)O)C#N)C(C(=O)NCCCOC)C=1C=NC=CC1